FC1(OC(=C(O1)F)F)OC(F)(F)F perfluoromethoxydioxole